N[C@@H]1C[C@H](N(C1)C(=O)C=1N=C2N(C=C(C=C2)Cl)C1)C=1SC=C(N1)C(=O)NCC1=CC2=CC=C(C=C2C=C1)Cl 2-((2S,4R)-4-amino-1-(6-chloroimidazo[1,2-a]pyridine-2-carbonyl)pyrrolidin-2-yl)-N-((6-chloronaphthalen-2-yl)methyl)thiazole-4-carboxamide